(S)-tert-butyl(3-methoxy-1-oxo-1-(4-(3-(trifluoromethyl)phenyl)piperazin-1-yl)propan-2-yl)carbamate C(C)(C)(C)OC(N[C@H](C(N1CCN(CC1)C1=CC(=CC=C1)C(F)(F)F)=O)COC)=O